CC=1C=CC=2N(C3=CC=C(C=C3C2C1)C)C1=CC=C(C=C1)C=1C(=C(C(=C(C1C1=CC(=NC(=C1)C)C)C1=CC(=NC(=C1)C1=CC=CC=C1)C1=CC=CC=C1)C1=CC(=NC(=C1)C1=CC=CC=C1)C1=CC=CC=C1)C1=CC(=NC(=C1)C1=CC=CC=C1)C1=CC=CC=C1)C#N 4'-(3,6-dimethyl-9H-carbazol-9-yl)-6-(2,6-dimethylpyridin-4-yl)-3,4,5-tris(2,6-diphenylpyridin-4-yl)-[1,1'-biphenyl]-2-carbonitrile